COC1=NC=CC=C1C1=CN2C(S1)=C(C=N2)C(=O)NC=2C(=NC=C(C2)NC(CN2CC(C2)C)=O)C 2-(2-methoxypyridin-3-yl)-N-(2-methyl-5-(2-(3-methylazetidin-1-yl)acetamido)pyridin-3-yl)pyrazolo[5,1-b]thiazole-7-carboxamide